C(#N)N=C(NCCCCCCC1CN(CC1)C(C1=CC=CC=C1)=O)NC1=C(C=NC=C1Cl)Cl 2-cyano-1-(6-((1-benzoyl)pyrrolidine-3-yl)hexyl)-3-(3,5-dichloro-4-pyridinyl)guanidine